norbornanedicarboxylic acid, disodium salt [Na+].[Na+].C12(C(CC(CC1)C2)C(=O)[O-])C(=O)[O-]